4-({2-[2-(dimethylamino)ethoxy]phenyl}methyl)-N-{[4-(furan-2-yl)phenyl]methyl}-6-methyl-1-(2-methylpropanoyl)piperazine-2-carboxamide CN(CCOC1=C(C=CC=C1)CN1CC(N(C(C1)C)C(C(C)C)=O)C(=O)NCC1=CC=C(C=C1)C=1OC=CC1)C